4-((S or R)-6-chloro-2-(3-(dimethylamino)azetidin-1-yl)-8-fluoro-7-(3-hydroxynaphthalen-1-yl)quinazolin-4-yl)hexahydropyrrolo[3,2-b]pyrrole-1(2H)-carboxylate ClC=1C=C2C(=NC(=NC2=C(C1C1=CC(=CC2=CC=CC=C12)O)F)N1CC(C1)N(C)C)N1CCC2N(CCC21)C(=O)[O-]